5-(1-methylsulfonylcyclopropyl)furan CS(=O)(=O)C1(CC1)C1=CC=CO1